C(C1=CC=CC=C1)N(C)CC=1N=CC(=NC1)N 5-((benzyl-(methyl)amino)methyl)pyrazin-2-amine